tert-butyl (2-((3-(2-cyclopropoxypyridin-3-yl)pyrazolo[1,5-a]pyrimidin-5-yl)amino)ethyl)(methyl)carbamate C1(CC1)OC1=NC=CC=C1C=1C=NN2C1N=C(C=C2)NCCN(C(OC(C)(C)C)=O)C